N(=[N+]=[N-])C1CC[C@H](OC1O)C(C(C)(S(=O)NCC1=CC=CC=C1)C)C (2S)-5-azido-6-hydroxy-tetrahydropyran-2-yl[methyl]-N-benzyl-2-methyl-propane-2-sulfinamide